(acetylthioethyl)(isopropoxycarbonyl-1-ethylamino)phosphoric acid C(C)(=O)SCCOP(ON(CC)C(=O)OC(C)C)(O)=O